O[C@H]1[C@@H](O)[C@H](O)[C@H](O)[C@@H](O1)C alpha-L-fucopyranose